tert-butyl (3R)-3-[[4-[3-cyano-4-(trifluoromethylsulfonyloxy)pyrazolo[1,5-a]pyridin-6-yl]pyrazol-1-yl]methyl]piperidine-1-carboxylate C(#N)C=1C=NN2C1C(=CC(=C2)C=2C=NN(C2)C[C@H]2CN(CCC2)C(=O)OC(C)(C)C)OS(=O)(=O)C(F)(F)F